C(C)(C)(C)OC(NCCOC1=C(C=C(C=C1)Cl)C)=O (2-(4-chloro-2-methylphenoxy)ethyl)carbamic acid tert-butyl ester